C12CN(CC2C1)C1=NC2=C(C=C(C=C2C(N1C)=O)C)C(C)NC1=C(C(=O)OC)C=CC(=C1)C#N methyl 2-[1-[2-(3-azabicyclo[3.1.0]hexan-3-yl)-3,6-dimethyl-4-oxoquinazolin-8-yl]ethylamino]-4-cyanobenzoate